(S)-4-(allyl(2-fluoro-6-(2,2,2-trifluoroacetamido)phenyl)amino)-2-aminobutanoic acid C(C=C)N(CC[C@@H](C(=O)O)N)C1=C(C=CC=C1NC(C(F)(F)F)=O)F